(S)-(-)-1-(2-naphthyl)ethylamine C[C@@H](C1=CC2=CC=CC=C2C=C1)N